2-ethyl 8-(2-methoxyethyl) (1S,2S,5R)-3-((6-fluoropyridin-3-yl)sulfonyl)-3,8-diazabicyclo[3.2.1]octane-2,8-dicarboxylate FC1=CC=C(C=N1)S(=O)(=O)N1[C@@H]([C@@H]2CC[C@H](C1)N2C(=O)OCCOC)C(=O)OCC